para-Cresol C1=CC(=CC=C1O)C